CC=CCCCCCCCCC 2-Dodecene